[4-[[(2-Methoxybenzoyl)amino]methyl]phenyl]boronic acid COC1=C(C(=O)NCC2=CC=C(C=C2)B(O)O)C=CC=C1